4-fluoro-5-trifluoromethyl-1,3-dioxolan-2-one FC1OC(OC1C(F)(F)F)=O